BrC1=NC=CC(=C1)OCCO[Si](C)(C)C(C)(C)C 2-bromo-4-(2-((tert-butyldimethylsilyl)oxy)ethoxy)pyridine